2,4,5-trifluoromandelic acid FC1=C(C(C(=O)O)O)C=C(C(=C1)F)F